ClC=1C(=NC(=NC1)N(C1CC(N(CC1)C1=CC=C2C(=NN(C2=C1)C)C1C(NC(CC1)=O)=O)=O)C)NC=1C=C2CC(N(C2=CC1)C)=O 3-(6-(4-((5-chloro-4-((1-methyl-2-oxoindolin-5-yl)amino)pyrimidin-2-yl)(methyl)amino)-2-oxopiperidin-1-yl)-1-methyl-1H-indazol-3-yl)piperidine-2,6-dione